NC1=C(C=C(C=N1)NC(C(=O)N1[C@H](CC[C@@H](C1)C)C=1C=CC2=C(N=C(S2)C(F)(F)F)C1)=O)CC |o1:12,15| Rel-N-(6-amino-5-ethyl-3-pyridyl)-2-[(2R,5S)-5-methyl-2-[2-(trifluoromethyl)-1,3-Benzothiazol-5-Yl]-1-piperidyl]-2-oxo-acetamide